FC=1C(=NC=CC1CN1CCC(CC1)C(C)(C)O)C=1C=C2CN(C(C2=CC1)=O)C1C(NC(CC1)=O)=O 3-(5-(3-fluoro-4-((4-(2-hydroxypropan-2-yl)piperidin-1-yl)methyl)pyridin-2-yl)-1-oxoisoindolin-2-yl)piperidine-2,6-dione